3-fluoro-5-formyl-4-hydroxy-N-(5-(5-(pyrrolidin-1-yl)pyridin-2-yl)-1,2,4-thiadiazol-3-yl)benzamide FC=1C=C(C(=O)NC2=NSC(=N2)C2=NC=C(C=C2)N2CCCC2)C=C(C1O)C=O